C1(CCCC1)NC(=O)C1=CC2=C(N=C(S2)N2C3C(CCC2)N(CC3)C)C=C1 N-cyclopentyl-2-(1-methyloctahydro-4H-pyrrolo[3,2-b]pyridin-4-yl)benzo[d]thiazole-6-carboxamide